1-((5-bromo-3-chlorothiophen-2-yl)methyl)pyrrolidin-2-one BrC1=CC(=C(S1)CN1C(CCC1)=O)Cl